C(CCCCCCCCCCCCCCCCCCCCC)(=O)OC(CCC)OC(CCCCCCCCCCCCCCCCCCCCC)=O butanediol dibehenate